C(C1=CC=CC=C1)N1C=C(C=CC1=O)OC1=C(C=C(C=C1Cl)N1C=NC=C1C(=O)N)Cl (4-((1-benzyl-6-oxo-1,6-dihydropyridin-3-yl)oxy)-3,5-dichlorophenyl)-1H-imidazole-5-carboxamide